(S)-3-(4-((5-amino-2-(naphthalen-2-ylmethoxy)benzyl)oxy)-3,5-dichlorophenyl)-2-((t-butoxycarbonyl)amino)propionic acid NC=1C=CC(=C(COC2=C(C=C(C=C2Cl)C[C@@H](C(=O)O)NC(=O)OC(C)(C)C)Cl)C1)OCC1=CC2=CC=CC=C2C=C1